(R)-N4-(5-(1-(2-oxa-6-azaspiro[3.3]heptan-6-yl)ethyl)pyridin-2-yl)-N6-(3-(methyl-sulfonyl)pyridin-2-yl)pyrimidine-4,6-diamine C1OCC12CN(C2)[C@H](C)C=2C=CC(=NC2)NC2=NC=NC(=C2)NC2=NC=CC=C2S(=O)(=O)C